(S)-4-(acetyloxy)heptanoic acid C(C)(=O)O[C@H](CCC(=O)O)CCC